tert-butyl (3-(5-nitro-2-(2-(trifluoromethyl)pyrimidin-5-yl)phenyl)prop-2-yn-1-yl)carbamate [N+](=O)([O-])C=1C=CC(=C(C1)C#CCNC(OC(C)(C)C)=O)C=1C=NC(=NC1)C(F)(F)F